1,2-bis-(sec-butylamino)-benzene C(C)(CC)NC1=C(C=CC=C1)NC(C)CC